biscarboxylsilane C(=O)(O)[SiH2]C(=O)O